6-((acryl)amino)hexanoic acid C(=O)(C=C)NCCCCCC(=O)O